FC(CN1N=NC2=C1C=C(C=C2)C=2C=CN1N=C(N=C(C12)OC)N[C@@H]1[C@@H](CN(CC1)C(C([2H])([2H])[2H])=O)F)(C)F 1-((3R,4S)-4-((5-(1-(2,2-difluoropropyl)-1H-benzo[d][1,2,3]triazol-6-yl)-4-methoxypyrrolo[2,1-f][1,2,4]triazin-2-yl)amino)-3-fluoropiperidin-1-yl)ethan-1-one-2,2,2-d3